1-(3,5-difluoropyridin-2-yl)-4-oxido-1,4-azaphosphinan FC=1C(=NC=C(C1)F)N1CCP(CC1)=O